Methyl 6-(2-{[7-(5-methyl-1,2,4-oxadiazol-3-yl)isoquinolin-1-yl]amino}ethyl)-5-oxo-5H,6H,7H-pyrrolo[3,4-b]pyridine-3-carboxylate CC1=NC(=NO1)C1=CC=C2C=CN=C(C2=C1)NCCN1CC2=NC=C(C=C2C1=O)C(=O)OC